4-METHYL-5-ISOTHIAZOLECARBOXYLIC ACID CC=1C=NSC1C(=O)O